3-{5-[(5-chlorothiophen-2-yl)methoxy]-4-methoxy-1-(2-methoxybenzoyl)-1H-pyrazol-3-yl}-1-methanesulfonyl-4-(trifluoromethyl)piperidine-2-carboxylic acid ClC1=CC=C(S1)COC1=C(C(=NN1C(C1=C(C=CC=C1)OC)=O)C1C(N(CCC1C(F)(F)F)S(=O)(=O)C)C(=O)O)OC